(2S,4R)-4-fluoro-N-[(S)-phenyl[4-(propan-2-yl)phenyl]methyl]-1-[2-(1,3-thiazol-4-yl)acetyl]pyrrolidine-2-carboxamide F[C@@H]1C[C@H](N(C1)C(CC=1N=CSC1)=O)C(=O)N[C@H](C1=CC=C(C=C1)C(C)C)C1=CC=CC=C1